F[C@H]1N2C(N([C@H](CC1)C2)OS(=O)(=O)O)=O.S(=O)(=O)(ON2[C@@H]1CC[C@H](N(C2=O)C1)F)O (2r,5r)-2-fluoro-7-oxo-1,6-diazabicyclo[3.2.1]oct-6-yl hydrogen sulfate ((2r,5r)-2-fluoro-7-oxo-1,6-diazabicyclo[3.2.1]octan-6-yl hydrogen sulphate)